1-(6-(7-oxa-2-azaspiro[3.5]non-2-yl)pyrimidin-4-yl)-4-(1H-1,2,3-triazol-1-yl)-1,2-dihydro-3H-pyrazol-3-ol sodium (II) [Na+2].C1N(CC12CCOCC2)C2=CC(=NC=N2)N2NC(C(=C2)N2N=NC=C2)O